diiodophenyl-1-ethanone IC(C(=O)C1=CC=CC=C1)I